N,N-dimethylaminomethyl-triethoxysilane Methyl-4-(((2-((tert-butoxycarbonyl)(methyl)amino)ethyl)(methyl)carbamoyl)oxy)-2-hydroxybenzoate COC(C1=C(C=C(C=C1)OC(N(C)CCN(C)C(=O)OC(C)(C)C)=O)O)=O.CN(C)C[Si](OCC)(OCC)OCC